N1(CCCC1)CCCCC(=O)[O-] 5-(pyrrolidin-1-yl)pentanoate